3-butoxyphthalaldehyde C(CCC)OC1=C(C(C=O)=CC=C1)C=O